tert-Butyl 4,4-difluoro-1-(3-fluoro-4-hydroxyphenyl)cyclohexanecarboxylate FC1(CCC(CC1)(C(=O)OC(C)(C)C)C1=CC(=C(C=C1)O)F)F